acrylic acid-β-carboxyethyl ester C(=O)(O)CCOC(C=C)=O